C(C)(C)(C)NC(C(Br)(F)F)=O N-tert-butyl-2,2-difluoro-2-bromoacetamide